Cl.C(C1=CC=NC=C1)N1[C@@H](C=2N(CC1)C(=NC2N2C(CCC2)=O)C2=NC(=NS2)C)C (R)-1-(7-isonicotinyl-8-methyl-3-(3-methyl-1,2,4-thiadiazol-5-yl)-5,6,7,8-tetrahydroimidazo[1,5-a]pyrazin-1-yl)pyrrolidin-2-one hydrochloride